[K+].N1CC(CCC1)C(=O)[O-] piperidine-3-carboxylic acid-potassium salt